N-(3-bromo-2-fluorophenyl)-5-chloro-2-methoxypyridine-3-sulfonamide BrC=1C(=C(C=CC1)NS(=O)(=O)C=1C(=NC=C(C1)Cl)OC)F